N-[[3-chloro-5-(trifluoromethyl)pyridin-2-yl]methyl]-5-oxo-1-[3-(trifluoromethyl)phenyl]pyrrolidine-3-carboxamid ClC=1C(=NC=C(C1)C(F)(F)F)CNC(=O)C1CN(C(C1)=O)C1=CC(=CC=C1)C(F)(F)F